N[C@@H]1C2=CC=CC=C2CC12CCN(CC2)C2=CC=CC(=C2C(=C)C2=NNCC2)C(F)(F)F (S)-6-(1-amino-1,3-dihydrospiro[indene-2,4'-piperidine]-1'-yl)-3-(1-(2-(trifluoromethyl)phenyl)vinyl)-1,5-dihydro-4H-pyrazole